3-[2-amino-5-[2-[1-[(4-methoxyphenyl)methoxy]ethyl]-6-methyl-4-pyridinyl]thiazol-4-yl]benzonitrile NC=1SC(=C(N1)C=1C=C(C#N)C=CC1)C1=CC(=NC(=C1)C)C(C)OCC1=CC=C(C=C1)OC